C(OCC(CCCC)CC)(OC(C)(C)CC)=O 2-ethylhexyl tert-amyl carbonate